CC1=C(C(=CC(=C1)N1CCCCC1)C)NC1=C(C=C(CN(C(CN2CCN(CC2)C)=O)O)C=C1)C N-(4-((2,6-dimethyl-4-(piperidin-1-yl)phenyl)amino)-3-methylbenzyl)-N-hydroxy-2-(4-methylpiperazin-1-yl)acetamide